C(C)NCC1=CC=C(C(=O)OC)C=C1 methyl 4-ethylaminomethylbenzoate